4-benzyloxy-2-chloro-6-oxido-1,6-naphthyridin-6-ium C(C1=CC=CC=C1)OC1=CC(=NC2=CC=[N+](C=C12)[O-])Cl